(2S,3S,4S,5S,6R)-3,4,5-trihydroxy-6-(hydroxymethyl)tetrahydro-2H-pyran O[C@H]1CO[C@@H]([C@H]([C@H]1O)O)CO